tert-butyl (4-((S)-2-hexanamido-3-(((S)-1-(((S)-1-((R)-2-methyloxiran-2-yl)-1-oxo-3-phenylpropan-2-yl)amino)-1-oxohexan-2-yl)amino)-3-oxopropyl)phenyl)carbamate C(CCCCC)(=O)N[C@@H](CC1=CC=C(C=C1)NC(OC(C)(C)C)=O)C(=O)N[C@H](C(=O)N[C@H](C(=O)[C@@]1(OC1)C)CC1=CC=CC=C1)CCCC